FC1(C(CN(CC1)C(=O)OC(C)(C)C)=O)F tert-butyl 4,4-difluoro-3-oxopiperidine-1-carboxylate